NC1CCC(CC1)C#N 4-aminocyclohexanecarbonitrile